2-[[2-[[3-(2-phenylethoxy)propyl]sulfonyl]ethyl]amino]ethyl-2(3H)-benzothiazolone C1(=CC=CC=C1)CCOCCCS(=O)(=O)CCNCCN1C(SC2=C1C=CC=C2)=O